BrC=1C=C(C=CC1F)N\C(=N/O)\C1=NON=C1SCCCO (Z)-N-(3-bromo-4-fluorophenyl)-N'-hydroxy-4-((3-hydroxypropyl)thio)-1,2,5-oxadiazole-3-carboximidamide